Cl.C(C)N(CC)CC triethylamine HCl salt